O=C1NC(CCC1N1C(C2=CC=C(C=C2C1)CN1C(C=CC2=CC=CC=C12)C1=C(C=CC=C1)C)=O)=O N-((2-(2,6-dioxopiperidin-3-yl)-1-oxoisoindolin-5-yl)methyl)-2-(o-tolyl)quinoline